(s)-2-(2,3-dihydro-1H-inden-1-yl)-5-hydroxyisoindolin-1-one [C@@H]1(CCC2=CC=CC=C12)N1C(C2=CC=C(C=C2C1)O)=O